N-[3-(2,2-difluoroethoxy)-1-(1-methylethyl)-1H-pyrazol-4-yl]-2-(1H-pyrazol-4-yl)-1,3-thiazole-4-carboxamide FC(COC1=NN(C=C1NC(=O)C=1N=C(SC1)C=1C=NNC1)C(C)C)F